C(C(=C)C)(=O)O.C(C(=C)C)(=O)O.C1(CCCCCCCCC1)(CC(C(=O)O)=C)CC(C(=O)O)=C.C1(CCCCCCCCC1)(CC(C(=O)O)=C)CC(C(=O)O)=C.C1(CCCCCCCCC1)(CC(C(=O)O)=C)CC(C(=O)O)=C tricyclodecanedimethacrylic acid dimethacrylate